C(#N)[B-](C#N)(C#N)C#N.C(CC)N1C(N(C(=C1C)C)CCCC)C 1-propyl-2,4,5-trimethyl-3-butylimidazole tetracyanoborate